4-(((trans)-4-(quinolin-6-yl)cyclohexyl)thio)-1H-1,2,3-triazole-5-carboxylic acid N1=CC=CC2=CC(=CC=C12)[C@@H]1CC[C@H](CC1)SC=1N=NNC1C(=O)O